C(=O)(O)CC[Si](OCCOC)(OCCOC)C1=CC=CC=C1 2-carboxyethylphenyl-bis(2-methoxyethoxy)silane